4-[2-(2,2-difluoroethoxy)phenyl]-2-[4-(2-hydroxy-2-methylpropoxy)phenyl]-6-methyl-2,3-dihydro-1H-pyrrolo[3,4-c]pyridin-1-one FC(COC1=C(C=CC=C1)C1=NC(=CC2=C1CN(C2=O)C2=CC=C(C=C2)OCC(C)(C)O)C)F